(1S,5R)-N-(3-methoxypropyl)-2,2-dimethyl-5-[4-({methyl-[2-(methylamino)ethyl]amino}methyl)-1H-pyrazol-3-yl]cyclohexane-1-carboxamide COCCCNC(=O)[C@@H]1C(CC[C@H](C1)C1=NNC=C1CN(CCNC)C)(C)C